1-amino-1,3-propanediol NC(CCO)O